C(C)(C)(C)OC(N(C(C([2H])([2H])[2H])([2H])[2H])CC=1C=NC=C(C1)Br)=O.C(C1=CC=CC=C1)[Si](OCC)(C)C benzyldimethylethoxySilane tert-butyl-((5-bromopyridin-3-yl)methyl)(ethyl-d5)carbamate